N-(4-((2-(2-isopropylphenyl)-7-methyl-8-oxo-7,8-dihydro-9H-purin-9-yl)methyl)phenyl)-N,5-dimethyl-1H-pyrazole-3-carboxamide C(C)(C)C1=C(C=CC=C1)C1=NC=C2N(C(N(C2=N1)CC1=CC=C(C=C1)N(C(=O)C1=NNC(=C1)C)C)=O)C